Cl.CO[C@@H]1C[C@H](NC1)C(=O)OCC1=CC(=NC(=C1)Cl)Cl (2,6-Dichloropyridin-4-yl)methyl (2S,4R)-4-methoxypyrrolidine-2-carboxylate hydrochloride